6-(5-fluoro-2-methyl-phenyl)-2-[(4-fluorophenoxy)methyl]imidazo[1,2-a]pyrimidine FC=1C=CC(=C(C1)C=1C=NC=2N(C1)C=C(N2)COC2=CC=C(C=C2)F)C